ClC1=CC=C(C=C1)C1=NN(C[C@H]1C1=CC=CC=C1)C(NCCS(N)(=O)=O)=NS(=O)(=O)C1=CN=NN1C(C)C (R)-3-(4-chlorophenyl)-N'-((1-isopropyl-1H-1,2,3-triazol-5-yl)sulfonyl)-4-phenyl-N-(2-sulfamoylethyl)-4,5-dihydro-1H-pyrazole-1-carboximidamide